C(C)(C)(C)OC(=O)N1CCC(=CC1)C1=CC=NC2=C(C=CC=C12)OC 4-(8-Methoxyquinolin-4-yl)-3,6-dihydropyridine-1(2H)-carboxylic acid tert-butyl ester